2-[4-tert-butyl-2-(2-methoxyethoxy)phenyl]-4,4,5,5-tetramethyl-1,3,2-dioxaborolane C(C)(C)(C)C1=CC(=C(C=C1)B1OC(C(O1)(C)C)(C)C)OCCOC